(R)-1-(2-chloropyridin-3-yl)ethyl (4-(6-fluoro-5-((3-fluorobicyclo[1.1.1]pentan-1-yl)carbamoyl)pyridin-2-yl)-1-methyl-1H-1,2,3-triazol-5-yl)carbamate FC1=C(C=CC(=N1)C=1N=NN(C1NC(O[C@H](C)C=1C(=NC=CC1)Cl)=O)C)C(NC12CC(C1)(C2)F)=O